(6R)-2-(3,4-dimethoxyphenyl)-6-(1-(8-isopropyl-8-azabicyclo[3.2.1]oct-3-yl)piperidin-4-yl)-5,6,7,8-tetrahydroimidazo[1,2-a]pyridine COC=1C=C(C=CC1OC)C=1N=C2N(C[C@H](CC2)C2CCN(CC2)C2CC3CCC(C2)N3C(C)C)C1